(isopropylamino)pyrimidine C(C)(C)NC1=NC=CC=N1